4-{(3S,5aR,6R,7R,8aS)-6-[(1E)-4-(3-chlorophenoxy)-3,3-difluoro-1-buten-1-yl]-7-hydroxyoctahydro-2H-cyclopenta[b]oxepin-3-yl}butanoic acid ClC=1C=C(OCC(/C=C/[C@H]2[C@@H](C[C@@H]3OC[C@H](CC[C@@H]32)CCCC(=O)O)O)(F)F)C=CC1